1-hydroxy-9,9'-spirobi[9H-fluorene] OC1=CC=CC=2C3=CC=CC=C3C3(C12)C1=CC=CC=C1C=1C=CC=CC13